N1=CC=C2N1C=CC(=N2)C2=CNC=1N=C(N=CC12)NC1CCC(CC1)C(=O)N1CCCC1 ((1s,4s)-4-((5-(pyrazolo[1,5-a]pyrimidin-5-yl)-7H-pyrrolo[2,3-d]pyrimidin-2-yl)amino)cyclohexyl)(pyrrolidin-1-yl)methanone